CC1=CN=C(S1)NC1=CC2=C(C(=N1)C=1CCN(CC1)C(C=C)=O)C=CN2CC2(CC2)C(F)(F)F 1-(4-(6-((5-methylthiazol-2-yl)amino)-1-((1-(trifluoromethyl)cyclopropyl)methyl)-1H-pyrrolo[3,2-c]pyridin-4-yl)-3,6-dihydropyridin-1(2H)-yl)prop-2-en-1-one